3,5-diisopropyl-[1,1'-biphenyl]-4-amine C(C)(C)C=1C=C(C=C(C1N)C(C)C)C1=CC=CC=C1